2-bromo-6-(5-chloro-6-fluoro-2,3-dihydrobenzofuran-2-yl)pyridine BrC1=NC(=CC=C1)C1OC2=C(C1)C=C(C(=C2)F)Cl